Perfluoro-1-octyl alcohol FC(C(C(C(C(C(C(C(F)(F)F)(F)F)(F)F)(F)F)(F)F)(F)F)(F)F)(F)O